FC1=C(C=CC(=C1)[N+](=O)[O-])N1CCC(CC1)CN1CCNCC1 4-((1-(2-fluoro-4-nitrophenyl)piperidin-4-yl)methyl)piperazine